3-(2-hydroxyphenyl)-N,N-dimethylpropionamide OC1=C(C=CC=C1)CCC(=O)N(C)C